O=C(CC#N)C=1SC=CN1 3-oxo-3-(thiazol-2-yl)propionitrile